tert-butyl (3R)-3-(N-tert-butoxycarbonyl-4-fluorosulfonyl-3-methoxy-anilino)piperidine-1-carboxylate C(C)(C)(C)OC(=O)N(C1=CC(=C(C=C1)S(=O)(=O)F)OC)[C@H]1CN(CCC1)C(=O)OC(C)(C)C